C[C@H]1N(C[C@@H](N(C1)C1CCNCC1)C)C(=O)OC(C)(C)C tert-Butyl (2R,5S)-2,5-dimethyl-4-(piperidin-4-yl)piperazine-1-carboxylate